N-(2-ethylhexyl-thio)phthalimide C(C)C(CSN1C(C=2C(C1=O)=CC=CC2)=O)CCCC